5-methyl-2-phenyl-3-(piperidin-1-yl)-6-(thiazol-4-yl)pyrazolo[1,5-a]pyrimidin-7(4H)-one CC=1NC=2N(C(C1C=1N=CSC1)=O)N=C(C2N2CCCCC2)C2=CC=CC=C2